1-tert-butyl 6-methyl 2-({[(tert-butoxy) carbonyl] (cyclobutylmethyl) amino} methyl)-1H-indole-1,6-dicarboxylate C(C)(C)(C)OC(=O)N(CC1CCC1)CC=1N(C2=CC(=CC=C2C1)C(=O)OC)C(=O)OC(C)(C)C